FC(C1=NN2C(N=C(C=C2NC[C@H](C2=CC=C(C=C2)F)N2CC3(C2)NC(NC3)=O)C(F)(F)F)=C1)(F)F (S)-2-(2-((2,5-Bis(trifluoromethyl)pyrazolo[1,5-a]pyrimidin-7-yl)amino)-1-(4-fluorophenyl)ethyl)-2,5,7-triazaspiro[3.4]octan-6-one